N1CCOCC1.C(C)(=O)O acetic acid-morpholine salt